methyl 4-{[6-(5-chloro-2-fluorophenyl)-2H,3H,4H-pyrido[3,2-b][1,4]oxazin-8-yl] amino}-1H-pyrrolo[2,3-b]pyridine-2-carboxylate ClC=1C=CC(=C(C1)C=1C=C(C=2OCCNC2N1)NC1=C2C(=NC=C1)NC(=C2)C(=O)OC)F